C(C1=CC=CC=C1)OC1C(CCC1)C(=O)Cl 2-(benzyloxy)cyclopentanecarbonyl chloride